(3aR,5s,6aS)-2-(2,2-dimethyltetrahydro-2H-pyran-4-yl)-N-(6-morpholinopyridazin-3-yl)octahydrocyclopenta[c]pyrrol-5-amine CC1(OCCC(C1)N1C[C@@H]2[C@H](C1)CC(C2)NC=2N=NC(=CC2)N2CCOCC2)C